ClC1=CC(=C2C(=N1)N(C=N2)C)N2C[C@H](N(C[C@@H]2C)C(=O)OC(C)(C)C)C tert-butyl (2R,5S)-4-(5-chloro-3-methyl-3H-imidazo[4,5-b]pyridin-7-yl)-2,5-dimethylpiperazine-1-carboxylate